OC(C)C=1C=C(C=C2C(C=C(OC12)N1CCN(CC1)C(=O)OCC1C2=CC=CC=C2C=2C=CC=CC12)=O)C (9H-fluoren-9-yl)methyl 4-(8-(1-hydroxyethyl)-6-methyl-4-oxo-4H-chromen-2-yl)piperazine-1-carboxylate